6-[(E)-but-2-enyl]-4-[4-(1-hydroxy-1-methyl-ethyl)-2-methoxy-phenyl]-2-methyl-1H-pyrrolo[2,3-c]pyridin-7-one C(\C=C\C)N1C(C2=C(C(=C1)C1=C(C=C(C=C1)C(C)(C)O)OC)C=C(N2)C)=O